C(C1=CC=CC=C1)OC=1C=C2C(=C(N(C2=CC1)C1=CC(=C(C=C1)F)C)C(C)C)C(C#CC(=O)OC)=O Methyl 4-[5-benzyloxy-1-(4-fluoro-3-methyl-phenyl)-2-isopropyl-indol-3-yl]-4-oxo-but-2-ynoate